FC1([C@H](CN(CC1)[C@H](C(=O)NC1=NC=C(N=C1)OC1=C(C=C(C=C1CO)F)F)C)C1=CNC(C=C1)=O)F (S)-2-((S)-4,4-difluoro-3-(6-oxo-1,6-dihydropyridin-3-yl)piperidin-1-yl)-N-(5-(2,4-difluoro-6-(hydroxymethyl)phenoxy)pyrazin-2-yl)propanamide